2-methylallyliodide CC(CI)=C